7-oxabicyclo[2.2.1]hepta-2,5-diene C12C=CC(C=C1)O2